1-(2-ethynylthiazol-4-yl)-3-(4-(6-(pyrrolidin-1-yl)pyridin-2-yl)benzyl)urea C(#C)C=1SC=C(N1)NC(=O)NCC1=CC=C(C=C1)C1=NC(=CC=C1)N1CCCC1